N-(5-(1H-benzo[d]imidazol-2-yl)-4-((4-methyl-6-(methylsulfonyl)pyridin-2-yl)amino)pyridin-2-yl)acetamide N1C(=NC2=C1C=CC=C2)C=2C(=CC(=NC2)NC(C)=O)NC2=NC(=CC(=C2)C)S(=O)(=O)C